FC1=CC=C(C=C1)CC(=O)NC1=NC=CC(=C1)C1=C(C=2C(N(C=C(C2N1)CC(F)(F)F)C)=O)NC1=C(C=CC=C1)C 2-(4-Fluorophenyl)-N-{4-[5-methyl-3-(2-methylanilino)-4-oxo-7-(2,2,2-trifluoroethyl)-4,5-dihydro-1H-pyrrolo[3,2-c]pyridin-2-yl]pyridin-2-yl}acetamid